tert-Butyl 2-(5-(1H-benzo[d]imidazol-2-yl)-3-bromo-1H-indazol-1-yl)acetate N1C(=NC2=C1C=CC=C2)C=2C=C1C(=NN(C1=CC2)CC(=O)OC(C)(C)C)Br